4-chloro-2-(acridin-3-yl)-1-p-toluenesulfonyl-1H-pyrrole ClC=1C=C(N(C1)S(=O)(=O)C1=CC=C(C)C=C1)C=1C=CC2=CC3=CC=CC=C3N=C2C1